N-[(S)-{5-[4-(dimethylcarbamoyl)-2-methylpyrimidin-5-yl]-4-fluoro-1H-benzimidazol-2-yl}(4-methylcyclohexyl)methyl]carbamic acid tert-butyl ester C(C)(C)(C)OC(N[C@@H](C1CCC(CC1)C)C1=NC2=C(N1)C=CC(=C2F)C=2C(=NC(=NC2)C)C(N(C)C)=O)=O